5-((6-(4-(4-amino-3-(4-phenoxyphenyl)-1H-pyrazolo[3,4-d]pyrimidin-1-yl)piperidin-1-yl)-6-oxohexyl)thio)-2-(2,6-dioxopiperidin-3-yl)-4-fluoroisoindoline-1,3-dione NC1=C2C(=NC=N1)N(N=C2C2=CC=C(C=C2)OC2=CC=CC=C2)C2CCN(CC2)C(CCCCCSC=2C(=C1C(N(C(C1=CC2)=O)C2C(NC(CC2)=O)=O)=O)F)=O